2-bromo-1-(4-cyclopropoxyphenyl)-4-methylpentan-1-one BrC(C(=O)C1=CC=C(C=C1)OC1CC1)CC(C)C